hydroxyethyliminodiacetate OCCN(CC(=O)[O-])CC(=O)[O-]